3-(5-((5-((4'-chloro-5,5-dimethyl-3,4,5,6-tetrahydro-[1,1'-biphenyl]-2-yl)methyl)-2,5-diazabicyclo[2.2.2]octan-2-yl)methyl)-7-fluoro-1-oxoisoindolin-2-yl)piperidine-2,6-dione ClC1=CC=C(C=C1)C1=C(CCC(C1)(C)C)CN1C2CN(C(C1)CC2)CC=2C=C1CN(C(C1=C(C2)F)=O)C2C(NC(CC2)=O)=O